O1C(CCCC1)OC1=CC=C(C=C1)C1=C(C=CC2=CC=CC=C12)O (4-((tetrahydro-2H-pyran-2-yl)oxy)phenyl)naphthalen-2-ol